propenyl-hexadecyl-trimethoxysilane C(=CC)CO[Si](OC)(OC)CCCCCCCCCCCCCCCC